FC=1C(=CC(=NC1)S(=O)(=O)Cl)C(F)(F)F 5-fluoro-4-(trifluoromethyl)pyridine-2-sulfonyl chloride